6-(6-chloro-4-piperazin-1-yl-quinazolin-7-yl)-4-ethyl-5-(trifluoromethyl)pyridin-2-amine ClC=1C=C2C(=NC=NC2=CC1C1=C(C(=CC(=N1)N)CC)C(F)(F)F)N1CCNCC1